3-(2,5-Dimethoxyphenyl)piperidine-1-carboxylic acid tert-butyl ester C(C)(C)(C)OC(=O)N1CC(CCC1)C1=C(C=CC(=C1)OC)OC